(E)-N-(4-(N-(2,6-difluorobenzyl)-N-(4-fluorobenzyl)sulfamoyl)phenyl)-3-(pyridin-4-yl)acrylamide FC1=C(CN(S(=O)(=O)C2=CC=C(C=C2)NC(\C=C\C2=CC=NC=C2)=O)CC2=CC=C(C=C2)F)C(=CC=C1)F